FC(=O)O[Si](C)(C)C trimethylsilyl fluoromethanate